(R)-(-)-sec-butanol CC[C@@H](C)O